BrC1=C2CN(C(C2=CC=C1CN1CCC(CC1)NC(=O)C1=NNC=C1NC(C1=C(C=CC=C1Cl)Cl)=O)=O)C1C(NC(CC1)=O)=O N-(1-((4-bromo-2-(2,6-dioxopiperidin-3-yl)-1-oxoisoindolin-5-yl)methyl)piperidin-4-yl)-4-(2,6-dichlorobenzamido)-1H-pyrazole-3-carboxamide